bistrifluoromethyl-4,5-difluoro-1,3-dioxanone FC(F)(F)C1(C(C(OC(O1)=O)F)F)C(F)(F)F